3-hydroxyheptenoic acid OC(=CC(=O)O)CCCC